Methylsulfonyl-methane ethyl-(S)-5-(2,4-difluorophenyl)-2-((methyl(2,2,2-trifluoroethyl)amino)methyl)-3,4-dihydro-2H-pyrano[2,3-b]pyridine-7-carboxylate C(C)OC(=O)C1=CC(=C2C(=N1)O[C@@H](CC2)CN(CC(F)(F)F)C)C2=C(C=C(C=C2)F)F.CS(=O)(=O)C